ClC=1C=C2C(=C(C(N(C2=CC1)C)=O)C#N)N1C[C@@H]([C@@H](CC1)NC1=CC=C(C=C1)OC(F)(F)F)C 6-chloro-1-methyl-4-((3S,4R)-3-methyl-4-((4-(trifluoromethoxy)phenyl)amino)piperidin-1-yl)-2-oxo-1,2-dihydroquinoline-3-carbonitrile